BrC=1C(=NC(=CC1C)Cl)C 3-bromo-6-chloro-2,4-dimethylpyridine